ONCC#CC1=CC=C(C=C1)C1=N[C@H](C=2N(C3=C1C(=C(S3)C)C)C(=NN2)C)CC(=O)OC(C)(C)C tert-butyl (S)-2-(4-(4-(3-(hydroxyamino) prop-1-yn-1-yl)phenyl)-2,3,9-trimethyl-6H-thieno[3,2-f][1,2,4]triazolo[4,3-a][1,4]diazepin-6-yl)acetate